(2S,4R)-1-(2-(3-acetyl-5-(2-methylpyrimidin-5-yl)-1H-indol-1-yl)acetyl)-4-fluoro-N-(3-phenylpropyl)pyrrolidine-2-carboxamide C(C)(=O)C1=CN(C2=CC=C(C=C12)C=1C=NC(=NC1)C)CC(=O)N1[C@@H](C[C@H](C1)F)C(=O)NCCCC1=CC=CC=C1